(2S,4R)-1-(2-(3-(2-bromoethoxy)isoxazol-5-yl)-3-methylbutanoyl)-4-((tert-butyldimethylsilyl)oxy)-N-((S)-1-(4-(4-methyl-1λ3,3λ2-thiazol-5-yl)phenyl)ethyl)pyrrolidine-2-carboxamide BrCCOC1=NOC(=C1)C(C(=O)N1[C@@H](C[C@H](C1)O[Si](C)(C)C(C)(C)C)C(=O)N[C@@H](C)C1=CC=C(C=C1)C1=C([N]C=[S]1)C)C(C)C